beta-chloroethyl-1,3-dithiane ClCCC1SCCCS1